8-bromo-3-[(difluoromethyl)sulfanyl]-2-ethynylindolizine BrC1=CC=CN2C(=C(C=C12)C#C)SC(F)F